C1(CC1)CN1C(=CC2=CC=CC=C12)C1=NC2=C(N1CC1=NN(C=C1)C)C(=CC(=C2)C(=O)N2C1CCC(C2)[C@H]1N)OC (7R)-2-{2-[1-(cyclopropylmethyl)-1H-indol-2-yl]-7-methoxy-1-[(1-methyl-1H-pyrazol-3-yl)methyl]-1H-1,3-benzodiazole-5-carbonyl}-2-azabicyclo[2.2.1]heptan-7-amine